BrC1=CC2=C(OC(CO2)C#N)C=C1 6-bromo-2,3-dihydro-1,4-benzodioxine-2-carbonitrile